C(C1=CC=CC=C1)OC=1C=C(C=C(C1C(C)(CCO[Si](C)(C)C(C)(C)C)C)C)P(OC(C)C)(OC(C)C)=O Diisopropyl (3-(benzyloxy)-4-(4-((tert-butyldimethylsilyl)oxy)-2-methylbutan-2-yl)-5-methylphenyl)phosphonate